2-methyl-3-nitropyridine CC1=NC=CC=C1[N+](=O)[O-]